benzyl (2R)-2-(cyanomethyl)-4-(2'-(methylsulfonyl)-3,4,5',6'-tetrahydro-2H-spiro[naphthalene-1,7'-pyrano[2,3-d]pyrimidin]-4'-yl)piperidine-1-carboxylate C(#N)C[C@@H]1N(CCC(C1)C=1C2=C(N=C(N1)S(=O)(=O)C)OC1(CC2)CCCC2=CC=CC=C21)C(=O)OCC2=CC=CC=C2